C(C)(C)OP(=O)(OC(C)C)N1C=C(C2=CC(=CC=C12)OC)CCN(C)C 2-(1-Diisopropoxyphosphoryl-5-methoxy-indol-3-yl)-N,N-dimethyl-ethanamine